SCC(C)CCl 1-mercapto-2-chloromethylpropane